1,2-dibromo-4-fluorobenzene BrC1=C(C=C(C=C1)F)Br